1-(Benzo[d]thiazol-5-yl)-N-(cyclopropylmethyl)methylamine S1C=NC2=C1C=CC(=C2)CNCC2CC2